BrC1=CC=C(C=C1)N1N=C(C=2C=NC(=CC21)C2=C(C=CC=C2)Cl)N (4-bromophenyl)-6-(2-chlorophenyl)-1H-pyrazolo[4,3-c]pyridin-3-amine